(R)-2-(3,3-dimethyltetrahydro-2H-pyran-4-yl)-6-vinylquinoline CC1(COCC[C@H]1C1=NC2=CC=C(C=C2C=C1)C=C)C